N-(4-chlorophenyl)-N-methyl-1-(4-(trifluoromethyl)phenyl)-1H-1,2,4-triazole-3-carboxamide ClC1=CC=C(C=C1)N(C(=O)C1=NN(C=N1)C1=CC=C(C=C1)C(F)(F)F)C